COCCN(C1=NSC(=N1)N1C=C(C(C2=C(C=C(N=C12)N1CC(C1)C(NCC1OCCCC1)=O)C)=O)C(=O)OCC)C ethyl 1-{3-[(2-methoxyethyl) (methyl)amino]-1,2,4-thiadiazol-5-yl}-5-methyl-7-{3-[(oxan-2-ylmethyl)carbamoyl]azetidin-1-yl}-4-oxo-1,4-dihydro-1,8-naphthyridine-3-carboxylate